2,6-diazaspiro[3.6]decane-2-carbonitrile C1N(CC12CNCCCC2)C#N